CC1(C=2C=CC(=CC2C=CC1)C=O)C 5,5-dimethyl-2-naphthalenecarboxaldehyde